C(C)C1=NC(=NO1)C=1C=C2CC[C@H](C2=CC1)NC(=O)C=1C=NN(C1)C[C@@H](C)O N-[(1R)-5-(5-ethyl-1,2,4-oxadiazol-3-yl)-2,3-dihydro-1H-inden-1-yl]-1-[(2R)-2-hydroxypropyl]-1H-pyrazole-4-carboxamide